C(#N)C=1C=NN2C1C(=CC(=C2)C=2C=NN(C2C)C2CCN(CC2)C2CC(C2)NC(OC(C)(C)C)=O)OC P1-trans-tert-Butyl N-[3-[4-[4-(3-cyano-4-methoxy-pyrazolo[1,5-a]pyridin-6-yl)-5-methyl-pyrazol-1-yl]-1-piperidyl]cyclobutyl]carbamate